C(C1=CC=CC=C1)N1C(=NN(C1=O)C1=CC(=C(C(=O)NC2=C(C=CC=C2F)F)C=C1F)O[C@H](C(F)(F)F)C)C 4-(4-benzyl-3-methyl-5-oxo-4,5-dihydro-1H-1,2,4-triazol-1-yl)-N-(2,6-difluorophenyl)-5-fluoro-2-{[(2S)-1,1,1-trifluoropropan-2-yl]oxy}benzamide